N-{3-[3-chloro-4-[(2,4-difluorobenzyl)oxy]-6-methyl-2-oxopyridin-1(2H)-yl]-4-fluorobenzyl}-2-hydroxy-2-methylpropanamide ClC=1C(N(C(=CC1OCC1=C(C=C(C=C1)F)F)C)C=1C=C(CNC(C(C)(C)O)=O)C=CC1F)=O